tert-butyl 4-[(4-ethoxy-3-pyridyl)amino]-2-methyl-piperidine-1-carboxylate C(C)OC1=C(C=NC=C1)NC1CC(N(CC1)C(=O)OC(C)(C)C)C